glutamic acid 5-tert-butyl ester C(C)(C)(C)OC(CC[C@H](N)C(=O)O)=O